C(C=C)OC1=C(C=C(C(=C1)Cl)Cl)[C@H](N[S@@](=O)C(C)(C)C)C1CCN(CC1)C([C@@H](C)O)=O (S)-N-((R)-(2-(allyloxy)-4,5-dichlorophenyl)(1-((R)-2-hydroxypropanoyl)piperidin-4-yl)methyl)-2-methylpropane-2-sulfinamide